N-(2-(1-(3-(2,4-dioxotetrahydropyrimidin-1(2H)-yl)benzyl)piperidin-4-yl)-6-(2-hydroxypropan-2-yl)-2H-indazol-5-yl)-6-(trifluoromethyl)nicotinamide O=C1N(CCC(N1)=O)C=1C=C(CN2CCC(CC2)N2N=C3C=C(C(=CC3=C2)NC(C2=CN=C(C=C2)C(F)(F)F)=O)C(C)(C)O)C=CC1